O=C1NC=C(C(N1)=O)C1=CC=C(N=N1)C(=O)O 6-(2,4-dioxo-1,2,3,4-tetrahydropyrimidin-5-yl)pyridazine-3-carboxylic acid